CC1=CC(OC1)=O 4-Methyl-2(5H)-Furanone